NCC(=O)NC1=C(C=C(C=C1C(=O)N)C1=CC=C(C=C1)Br)C1=CC=C(C=C1)S(N)(=O)=O 4'-(2-aminoacetamido)-4-bromo-4''-sulfamoyl-[1,1':3',1''-terphenyl]-5'-carboxamide